CN(C=1C=C(CCNCCCNC[C@@H]2[C@H]([C@H]([C@@H](C2)N2C=CC3=C2N=CN=C3NC)O)O)C=CC1)C1=CC=CC=C1 (1S,2R,3R,5R)-3-(((3-((3-(methyl(phenyl)amino)phenethyl)amino)propyl)amino)methyl)-5-(4-(methylamino)-7H-pyrrolo[2,3-d]pyrimidin-7-yl)cyclopentane-1,2-diol